FC=1C=C(C=CC1[N+](=O)[O-])N1CCOCC1 4-(3-fluoro-4-nitrophenyl)morpholine